(1R,2S,4R)-1,7,7-trimethylbicyclo[2.2.1]heptan-2-yl (E)-3-(4-benzyloxy-2-bromo-5-methoxy phenyl)acrylate C(C1=CC=CC=C1)OC1=CC(=C(C=C1OC)/C=C/C(=O)O[C@@H]1[C@@]2(CC[C@H](C1)C2(C)C)C)Br